N-[(3,4-dichlorophenyl)methyl]-acetamid ClC=1C=C(C=CC1Cl)CNC(C)=O